(2S)-N-[2-[6-[5-(4-fluorophenyl)thiazol-2-ylamino]imidazo[4,5-c]pyridin-1-yl]ethyl]pyrrolidine-2-carboxamide FC1=CC=C(C=C1)C1=CN=C(S1)NC1=CC2=C(C=N1)N=CN2CCNC(=O)[C@H]2NCCC2